N4-((1S,3R)-3-Aminocyclopentyl)-N2-(1-isopropyl-1H-pyrazolo[3,4-b]pyridin-6-yl)-5-(1-(2,2,2-trifluoroethyl)-1H-pyrazol-3-yl)pyridine-2,4-diamine N[C@H]1C[C@H](CC1)NC1=CC(=NC=C1C1=NN(C=C1)CC(F)(F)F)NC1=CC=C2C(=N1)N(N=C2)C(C)C